BrC(CCCN1C(C(=CC=C1)C)=O)C 1-(4-bromopentyl)-3-methylpyridin-2(1H)-one